rac-(R)-6-(1,2-dimethoxyethyl)quinoline-4-carboxylic acid methyl ester COC(=O)C1=CC=NC2=CC=C(C=C12)[C@H](COC)OC |r|